ONC(=O)[C@@H]1C[C@@H]2N(C=3C=CC=CC3N(C2)C2=CC=C(C=C2)C(F)(F)F)CC1 (cis)-N-hydroxy-5-(4-(trifluoromethyl)phenyl)-6,6a,7,8,9,10-hexahydro-5H-pyrido[1,2-a]quinoxaline-8-carboxamide